CC=1C(NC(NC1)=O)=O monomethyluracil